C(C)(C)(C)C1N(CC=C(C1)C1=C(C=CC=2N(C(N(C21)C)=O)C2C(N(C(CC2)=O)CC2=CC=C(C=C2)OC)=O)OC)C(=O)O.FC(=O)[C@H](O)[C@@H](O)[C@H](O)[C@H](O)CO fluoro-D-glucose tert-butyl-4-[5-methoxy-1-[1-[(4-methoxyphenyl)methyl]-2,6-dioxo-3-piperidyl]-3-methyl-2-oxo-benzimidazol-4-yl]-3,6-dihydro-2H-pyridine-1-carboxylate